BrC=1C(=NC=C(C1)Cl)OC(F)F 3-bromo-5-chloro-2-(difluoromethoxy)pyridine